NC1=NC=C(C2=C1C=NN2)NC(C(N2[C@H](C[C@H]([C@@H](C2)C)OC)C2=CC=C(C=C2)F)=O)=O N-(4-amino-1H-pyrazolo[4,3-c]pyridin-7-yl)-2-oxo-2-[(2R,4R,5R)-2-(4-fluorophenyl)-4-methoxy-5-methyl-1-piperidyl]acetamide